C(C)(C)(C)OC(N[C@]1([C@@H](C1)CCN1CCN(CC1)C(C)=O)COC)=O ((1R,2R)-2-(2-(4-acetylpiperazin-1-yl)ethyl)-1-(methoxymethyl)cyclopropyl)carbamic acid tert-butyl ester